2,5-dichloro-4-(3-(pyrazin-2-yl)phenyl)pyrimidine ClC1=NC=C(C(=N1)C1=CC(=CC=C1)C1=NC=CN=C1)Cl